C(C)(=O)C1=CN(C2=C(C=C(C=C12)C=1C=NC(=NC1)CO)C)CC(=O)N1[C@@H]2C[C@@]2(C[C@H]1C(=O)NC1=NC(=CC=C1C)Br)C (1R,3S,5R)-2-(2-(3-acetyl-5-(2-(hydroxymethyl)pyrimidin-5-yl)-7-methyl-1H-indol-1-yl)acetyl)-N-(6-bromo-3-methylpyridin-2-yl)-5-methyl-2-azabicyclo[3.1.0]hexane-3-carboxamide